C1(=CC=CC=C1)C=1NC(=C(N1)C1=CC(=CC(=C1)Cl)Cl)C 2-Phenyl-4-(3,5-dichlorophenyl)-5-methylimidazole